4-(3-(5-fluoro-2-methoxypyridin-4-yl)-1H-pyrazole-5-carbonyl)-4-azaspiro[2.5]Octane-7-carboxamide FC=1C(=CC(=NC1)OC)C1=NNC(=C1)C(=O)N1C2(CC2)CC(CC1)C(=O)N